2-((2S,4r)-2-(azidomethyl)-5-chloro-6-fluoro-2-phenylindol-4-yl)-3-fluorobenzonitrile N(=[N+]=[N-])C[C@@]1(N=C2C=C(C(=C(C2=C1)C1=C(C#N)C=CC=C1F)Cl)F)C1=CC=CC=C1